tert-butyl 2-(5-(2-((2,3-dihydro-1H-inden-2-yl)amino)-4-(trifluoromethyl)pyrimidin-5-yl)-1,3,4-oxadiazol-2-yl)acetate C1C(CC2=CC=CC=C12)NC1=NC=C(C(=N1)C(F)(F)F)C1=NN=C(O1)CC(=O)OC(C)(C)C